1-Pentafluoroethylethanol FC(C(F)(F)F)(C(C)O)F